ClC1=NC(=C2C(=N1)N(N=C2)[C@H]2[C@@H]([C@@H]([C@H](O2)CO[C@@](COC)(C)P(O)(O)=O)O)O)NC2CCCC2 ((S)-2-(((2R,3S,4R,5R)-5-(6-chloro-4-(cyclopentylamino)-1H-pyrazolo[3,4-d]pyrimidin-1-yl)-3,4-dihydroxytetrahydro-furan-2-yl)methoxy)-1-methoxy-propan-2-yl)phosphonic acid